O1COC2=C1C=CC(=C2)CCN2[C@@H]([C@H]([C@@H]([C@H](C2)O)O)O)CO (2R,3R,4R,5S)-1-(2-(benzo[d][1,3]dioxol-5-yl)ethyl)-2-(hydroxymethyl)piperidine-3,4,5-triol